(Z)-1-(3-(5-methyl-2-(4,4,4-trifluorobutoxy)phenyl)-4-oxothiazolidin-2-ylidene)-3-(2-methyl-4-(3-(4-(trifluoromethoxy)phenyl)-1H-1,2,4-triazol-1-yl)phenyl)urea CC=1C=CC(=C(C1)N1/C(/SCC1=O)=N/C(=O)NC1=C(C=C(C=C1)N1N=C(N=C1)C1=CC=C(C=C1)OC(F)(F)F)C)OCCCC(F)(F)F